silver-bismuth-selenium [Se].[Bi].[Ag]